Cl.ClC1=CC=C(CNC2=NC3=CC=C(C=C3C(=C2)N2CCC(CC2)NC(C)(C)C)O)C=C1 2-(4-chlorobenzylamino)-4-(4-tert-butylaminopiperidin-1-yl)-6-hydroxyquinoline hydrochloride salt